tert-butyl 3-[4-amino-2-(benzylamino)-4-oxo-butoxy]azetidine-1-carboxylate NC(CC(COC1CN(C1)C(=O)OC(C)(C)C)NCC1=CC=CC=C1)=O